C1(=CC=CC=C1)SCCNC1=C(C=C(C=C1)S(=O)(=O)N)C(F)(F)F 4-(2-phenylsulfanylethylamino)-3-(trifluoromethyl)benzenesulfonamide